dl-1,1,1-trifluoro-2-propyl 4-methyl-2,6-dioxopimelate CC(CC(C(=O)OC(C(F)(F)F)C)=O)CC(C(=O)[O-])=O